ClC=1C=C2C(=CC1Cl)NC([C@]21CN(CC1)C(=O)C1C[C@H]([C@H](C1)O)O)=O (3S)-5,6-dichloro-1'-[(1S,3R,4S)-3,4-dihydroxycyclopentanecarbonyl]-1H-spiro[indole-3,3'-pyrrolidin]-2-one